CN([C@H]1CCNC1)C (2R,4S)-4-(dimethylamino)pyrrolidine